(2S)-2-amino-N-[6-amino-5-(3,5-dimethyl-1H-pyrazol-4-yl)-2-pyridyl]-3,3-dicyclopropyl-propanamide hydrochloride Cl.N[C@H](C(=O)NC1=NC(=C(C=C1)C=1C(=NNC1C)C)N)C(C1CC1)C1CC1